5-(methoxymethoxy)-3-(methoxymethyl)-1-phenyl-1H-benzo[g]indazole COCOC=1C=C2C(=NN(C2=C2C1C=CC=C2)C2=CC=CC=C2)COC